1-Tert-butyl ((1s,4s)-4-(((2-(2,6-dioxopiperidin-3-yl)-1,3-dioxoisoindolin-4-yl)amino)Methyl) cyclohexyl)(methyl)carbamate O=C1NC(CCC1N1C(C2=CC=CC(=C2C1=O)NCC1CCC(CC1)N(C(OC(C)(C)C)=O)C)=O)=O